CN1CCN(CC1)C(=O)C=1C=NN2C1C=C(C=C2)C2=CNC1=NC=C(C=C12)C1=CC(=NC=C1)N1CCN(CC1)C (4-methylpiperazin-1-yl)(5-(5-(2-(4-methylpiperazin-1-yl)pyridin-4-yl)-1H-pyrrolo[2,3-b]pyridin-3-yl)pyrazolo[1,5-a]pyridin-3-yl)methanone